(3aR,6aR)-hexahydropyrrolo[3,4-c]pyrrol C1NC[C@H]2C1=CNC2